3-methyl-N-[4-(trifluoromethoxy)phenyl]-1H-pyrazole-4-carboxamide CC1=NNC=C1C(=O)NC1=CC=C(C=C1)OC(F)(F)F